((3,5-dimethoxyphenoxy)methyl)boronic acid COC=1C=C(OCB(O)O)C=C(C1)OC